CN(C(CNC(=O)N1CCCC2=CC=C(C=C12)F)C1=CSC=C1)C N-(2-(dimethylamino)-2-(thiophen-3-yl)ethyl)-7-fluoro-3,4-dihydroquinoline-1(2H)-carboxamide